(S,E)-14-(3-aminoprop-1-en-1-yl)-7-ethyl-7-hydroxy-10,13-dihydro-11H-[1,3]dioxolo[4,5-g]pyrano[3',4':6,7]indolizino[1,2-b]quinoline-8,11(7H)-dione NC/C=C/C1=C2C(=NC=3C=C4C(=CC13)OCO4)C4=CC1=C(C(N4C2)=O)COC([C@]1(O)CC)=O